palladium (II) dichlorodi-tert-butyl-(4-dimethylaminophenyl)phosphine ClC(C(C)(C)P(C1=CC=C(C=C1)N(C)C)C(C)(C)C)Cl.[Pd+2]